2-(6-((3-chloro-5-(trifluoromethyl)benzyl)oxy)pyridin-2-yl)acetonitrile ClC=1C=C(COC2=CC=CC(=N2)CC#N)C=C(C1)C(F)(F)F